(1R,2S,4R,12aR)-2-fluoro-7-hydroxy-6,8-dioxo-N-(2,4,6-trifluorobenzyl)-1,2,3,4,6,8,12,12a-octahydro-1,4-methanodipyrido[1,2-a:1',2'-d]pyrazine-9-carboxamide F[C@@H]1[C@H]2[C@H]3N(C(C=4N(C3)C=C(C(C4O)=O)C(=O)NCC4=C(C=C(C=C4F)F)F)=O)[C@@H](C1)C2